C(C)N(C1=CC=C(C=C1)C(C1=C(C=C(C=C1)N(CC)CC)C)C1=CC=C(C=C1)N(CC)CC)CC bis(4-diethylaminophenyl)-(4-diethylamino-2-methylphenyl)methane